ClC=1C(=NN2C1N=C(C(=C2)[C@H](C)NC2=C1N=CNC1=NC=N2)C2=CC=CC=C2)C (S)-N-(1-(3-chloro-2-methyl-5-phenylpyrazolo[1,5-a]pyrimidin-6-yl)ethyl)-9H-purin-6-amine